4,5,6,7-tetrahydropyrazolo[1,5-a]pyrazine-3-carboxylic acid methyl ester COC(=O)C=1C=NN2C1CNCC2